[C-]1(C(=CC=C1)CO)CO.[CH-]1C=CC=C1.[Fe+2] ferrocene-dimethanol